N1(C=NC=C1)C1=CC=C(N=N1)C(=O)O 6-(1H-imidazol-1-yl)pyridazine-3-carboxylic acid